COC1=CC=CC2=C1N(C=N2)CC2=CC=C(C=C2)P(OCC)(OCC)=O diethyl (4-((7-methoxy-1H-benzo[d]imidazol-1-yl)methyl)phenyl)phosphonate